(4,4-difluoropiperidin-1-yl)(4-(4,4,5,5-tetramethyl-1,3,2-dioxaborolan-2-yl)phenyl)methanone Benzyl-3'-oxo-7',7a'-dihydro-3'H-spiro(piperidine-4,2'-pyrrolo[2,1-b]oxazole)-1-carboxylate C(C1=CC=CC=C1)OC(=O)N1CCC2(C(N3C(O2)CC=C3)=O)CC1.FC1(CCN(CC1)C(=O)C1=CC=C(C=C1)B1OC(C(O1)(C)C)(C)C)F